C(C)OC(=O)C1=C(SC(=C1)C(C(F)(F)F)(F)F)CNC1=NC=C(C=C1S(=O)(=O)CC)OCC(F)(F)F.ICCCC\C=C/CCCCCCC(C)OC1OCCCC1 2-{[(9Z)-14-iodotetradec-9-en-2-yl]oxy}oxane ethyl-2-[[[3-ethylsulfonyl-5-(2,2,2-trifluoroethoxy)-2-pyridyl]amino]methyl]-5-(1,1,2,2,2-pentafluoroethyl)thiophene-3-carboxylate